The molecule is conjugate base of dehydroascorbic acid arising from removal of the acidic proton at the C-2 position; major species at pH 7.3. It has a role as a human metabolite. It is a conjugate base of a dehydroascorbic acid. C(C(C1=C(C(=O)C(=O)O1)[O-])O)O